P(OCC)(OCC)(=S)SCSCC O,O-diethyl S-((ethylthio)methyl) phosphorodithioate